5-((2,3-dichlorophenyl)thio)-6-methyl-N-(piperazin-2-ylmethyl)pyrazin-2-amine ClC1=C(C=CC=C1Cl)SC=1N=CC(=NC1C)NCC1NCCNC1